racemic-1-(5-chloro-2-((6-methoxy-2-methyl-1,2,3,4-tetrahydroisoquinolin-7-yl)amino)pyrimidin-4-yl)-3-methylindoline-3-carboxylic acid ClC=1C(=NC(=NC1)NC1=C(C=C2CCN(CC2=C1)C)OC)N1C[C@@](C2=CC=CC=C12)(C(=O)O)C |r|